N=1C=NN2C1C=C(C=C2)CC2=C(C=C(C=C2)NC2=NC=NC1=CC=C(C=C21)N2[C@H](CN(CC2)C(C=C)=O)C)C (S)-1-(4-(4-((4-([1,2,4]triazolo[1,5-a]pyridin-7-ylmethyl)-3-methylphenyl)amino)quinazolin-6-yl)-3-methylpiperazin-1-yl)prop-2-en-1-one